5-tert-butyl-3-[4-cyclopropyl-3-(2,2-difluoroethoxy)phenyl]-1,2,4-Oxadiazole C(C)(C)(C)C1=NC(=NO1)C1=CC(=C(C=C1)C1CC1)OCC(F)F